3-[2,3-Difluoro-4-(morpholinomethyl)anilino]-5-methoxy-6-(3-methylimidazo[4,5-c]pyridin-7-yl)pyrazin-2-carboxamid FC1=C(NC=2C(=NC(=C(N2)OC)C=2C3=C(C=NC2)N(C=N3)C)C(=O)N)C=CC(=C1F)CN1CCOCC1